CC=1C(OC2=C(C1)C=CC=C2)=O methylbenzopyrone